C1(=CC=C(C=C1)C#N)C Para-tolunitrile